ClC1=CC(=NC=C1C(=O)O[C@H]1C([C@@H]2C[C@H]3[C@H](OC(C3=C)=O)C[C@]2(CC1)C)=C)Cl (3aR,4aR,6R,8aR,9aR)-8a-methyl-3,5-dimethylene-2-oxododecahydronaphtho[2,3-b]furan-6-yl 4,6-dichloronicotinate